N-(5-(4-(4-((dimethylamino)methyl)-3-phenyl-1H-pyrazol-1-yl)pyrimidin-2-ylamino)-4-methoxy-2-morpholinophenyl)acrylamide CN(C)CC=1C(=NN(C1)C1=NC(=NC=C1)NC=1C(=CC(=C(C1)NC(C=C)=O)N1CCOCC1)OC)C1=CC=CC=C1